3-(6-methyl-5-(piperidin-4-yloxy)pyrazin-2-yl)-1H-indole-7-carbonitrile 2,2,2-trifluoroacetate FC(C(=O)O)(F)F.CC1=C(N=CC(=N1)C1=CNC2=C(C=CC=C12)C#N)OC1CCNCC1